methyl-cyclopentenyl-manganese C[Mn]C1=CCCC1